FC1=C(C=CC(=C1)F)N1N=NC(=C1)C(=O)N1CC2=CC=CC=C2C(C1)C=1C=NN(C1)C [1-(2,4-difluorophenyl)triazol-4-yl]-[4-(1-methylpyrazol-4-yl)-3,4-dihydro-1H-isoquinolin-2-yl]methanone